(S)-4-(3-acryloyl-1,2,3,4,4a,5-hexahydrobenzo[b]pyrazino[1,2-d][1,4]oxazin-8-yl)-6-(1-ethyl-1H-pyrazol-4-yl)pyrazolo[1,5-a]pyridine-3-carbonitrile C(C=C)(=O)N1C[C@@H]2N(C3=C(OC2)C=C(C=C3)C=3C=2N(C=C(C3)C=3C=NN(C3)CC)N=CC2C#N)CC1